FC(C1=CC=C(CCC=2C=CC(=C3C=CC=NC23)CN)C=C1)(F)F [8-{4-(trifluoromethyl)phenethyl}quinolin-5-yl]methylamine